C(C)(C)(C)OC([C@H](NC(CCSCC(=O)N([C@H](C(C)(C)C)C=1N(C=C(C1)C1=C(C=CC(=C1)F)F)CC1=CC=CC=C1)CCCN)=O)CC(=O)OC(C)(C)C)=O Di-tert-butyl-N-[3-({2-[(3-aminopropyl){(1R)-1-[1-benzyl-4-(2,5-difluorophenyl)-1H-pyrrol-2-yl]-2,2-dimethylpropyl}amino]-2-oxoethyl}sulfanyl)propanoyl]-D-aspartat